NCCNCCC[Si](OC)(OC)C gamma-aminoethylaminopropyl-methyl-dimethoxysilane